4-[(1-methyl-1,3-benzodiazol-5-yl)oxy]aniline CN1C=NC2=C1C=CC(=C2)OC2=CC=C(N)C=C2